O=C1N(C(C2=CC=CC=C12)=O)CC1=NNC(C2=CC=C(C=C12)C1(CCC1)C(=O)O)=O 1-(4-((1,3-dioxoisoindolin-2-yl)methyl)-1-oxo-1,2-dihydrophthalazin-6-yl)cyclobutane-1-carboxylic acid